FC(C1=CC=C(C=C1)[Si](OCC1=C(C=CC=C1)[N+](=O)[O-])(C1=CC=C(C=C1)C(F)(F)F)C1=CC=C(C=C1)C(F)(F)F)(F)F tri(p-trifluoromethylphenyl)-o-nitrobenzyloxy-silane